C(C)SC=1NC(C2=C(N1)CSC2)=O 2-(ethylsulfanyl)-5,7-dihydrothieno[3,4-d]pyrimidin-4(3H)-one